2-((4aR,6R,7R,8R,8aR)-7-methoxy-2,2-dimethyl-8-(4-(3,4,5-trifluorophenyl)-1H-1,2,3-triazol-1-yl)hexahydropyrano[3,2-d][1,3]dioxin-6-yl)acetaldehyde CO[C@@H]1[C@H]([C@H]2OC(OC[C@H]2O[C@@H]1CC=O)(C)C)N1N=NC(=C1)C1=CC(=C(C(=C1)F)F)F